1-[(3S)-3-{[5-(1,5-dimethyl-1H-pyrazol-3-yl)-6-methylpyridin-2-yl]amino}pyrrolidin-1-yl]-2-(4-fluorophenyl)ethan-1-one CN1N=C(C=C1C)C=1C=CC(=NC1C)N[C@@H]1CN(CC1)C(CC1=CC=C(C=C1)F)=O